C1(=CC=C(C=C1)C=1N=C2SC=CN2C1)C1=CC=CC=C1 6-([1,1'-biphenyl]-4-yl)imidazo[2,1-b]thiazole